NC=1N=C2N(C=C(C=C2)C2=C3C=NNC3=C(C(=C2C)F)SC)C1C(=O)[C@H]1[C@H](C1)F (2-amino-6-(6-fluoro-5-methyl-7-(methylthio)-1H-indazol-4-yl)imidazo[1,2-a]pyridin-3-yl)((1S,2S)-2-fluorocyclopropyl)methanone